FC1=CC(=C2C=C(N(C2=C1)CCNC1=CC=NC(=N1)C)C)OC 6-[2-(6-Fluoro-4-methoxy-2-methyl-indol-1-yl)-ethylamino]-2-methyl-pyrimidin